BrC1=CC=2N(C(C=C(N2)C(F)(F)F)=O)C=C1 8-bromo-2-(trifluoromethyl)-4H-pyrido[1,2-a]pyrimidin-4-one